CC1(OB(OC1(C)C)C=1C=CC=C2C=3C=CC=C(C3C3(C12)CCCCC3)C#N)C 8'-(4,4,5,5-tetramethyl-1,3,2-dioxaborolan-2-yl)spiro[cyclohexane-1,9'-fluorene]-1'-carbonitrile